N-(4-((4-amino-2-butyl-7-isopropoxy-1H-imidazo[4,5-d]pyridazin-1-yl)methyl)benzyl)heptanamide NC1=C2C(=C(N=N1)OC(C)C)N(C(=N2)CCCC)CC2=CC=C(CNC(CCCCCC)=O)C=C2